3-tricyclo[5.2.1.02,6]dec-8-enylacetate C12C3C(CCC3C(C=C1)C2)CC(=O)[O-]